3-[4-[[[(3-methylphenyl)amino]carbonyl]amino]-1H-pyrazol-1-yl]-N-(3,4,5-trimethoxyphenyl)benzamide CC=1C=C(C=CC1)NC(=O)NC=1C=NN(C1)C=1C=C(C(=O)NC2=CC(=C(C(=C2)OC)OC)OC)C=CC1